(trans-5-((1H-1,2,4-triazol-1-yl)methyl)-5-(2,4-difluorophenyl)tetrahydrofuran-3-yl)methanol N1(N=CN=C1)C[C@]1(C[C@@H](CO1)CO)C1=C(C=C(C=C1)F)F